3-(3-chloro-4-fluorophenyl)-1-(3-hydroxypropyl)-1-(1-(1-methoxyisoquinolin-4-yl)ethyl)urea ClC=1C=C(C=CC1F)NC(N(C(C)C1=CN=C(C2=CC=CC=C12)OC)CCCO)=O